2-Bromobenzo[d]thiazole-6-carboxylic acid ethyl ester C(C)OC(=O)C1=CC2=C(N=C(S2)Br)C=C1